tert-butyl 4-(((3R,4R)-1-((benzyloxy)carbonyl)-3-(4-cyanophenyl)piperidin-4-yl)methyl)-5,7-dimethyl-1H-indole-1-carboxylate C(C1=CC=CC=C1)OC(=O)N1C[C@H]([C@@H](CC1)CC1=C2C=CN(C2=C(C=C1C)C)C(=O)OC(C)(C)C)C1=CC=C(C=C1)C#N